NCC(C(C)(O)C)O 1-amino-3-methyl-butane-2,3-diol